7-methyl-3-[(3R)-piperidin-3-ylmethyl]-1H-indole CC=1C=CC=C2C(=CNC12)C[C@@H]1CNCCC1